platinum octanal C(CCCCCCC)=O.[Pt]